(3R)-3-({2-[1-(cyclopropylmethyl)-1H-pyrazol-4-yl][1,2,4]triazolo[1,5-c]quinazolin-5-yl}amino)azepin-2-one C1(CC1)CN1N=CC(=C1)C1=NN2C(=NC=3C=CC=CC3C2=N1)NC=1C(N=CC=CC1)=O